3-(bromomethyl)-5-chloro-2-nitropyridine BrCC=1C(=NC=C(C1)Cl)[N+](=O)[O-]